[Br-].[Br-].N1=C(C=CC=C1C=1NC=C[N+]1C)C=1NC=C[N+]1C r-(2,6-pyridinediyl)bis(3-methylimidazolium) dibromide